2-((7-Methyl-[1,2,4]triazolo[1,5-a]pyridin-6-yl)amino)-4-cyclohexyl-8,9-dihydro-7H-pyrido[1,2,3-gh]purin-5(4H)-one CC1=CC=2N(C=C1NC1=NC3=C4N(C(N(C4=N1)C1CCCCC1)=O)CCC3)N=CN2